3-(BUTAN-2-YLSULFANYL)PROPANAL CC(CC)SCCC=O